ClC1=C(C=CC(=C1)Cl)C=1CCCC2=C(C1C1=CC=C(C=C1)O[C@@H]1CN(CC1)CCCF)C=CC(=C2)C(=O)N(C)OC (S)-8-(2,4-dichlorophenyl)-9-(4-((1-(3-fluoropropyl)pyrrolidin-3-yl)oxy)phenyl)-N-methoxy-N-methyl-6,7-dihydro-5H-benzo[7]annulene-3-carboxamide